C(C)(=O)O.ClC(C1=CC=CC=C1)=NO α-chlorobenzaldoxime acetate